BrC=1N(C(=C(N1)C1=NC2=C(N1)C=C1C(=C2)OC(C(O1)(F)F)(F)F)S(=O)(=O)CC)C 2-[2-Bromo-5-(ethylsulfonyl)-1-methyl-1H-imidazol-4-yl]-6,6,7,7-tetrafluoro-6,7-dihydro-1H-[1,4]dioxino[2,3-f]benzimidazol